6-(3-amino-1-(glycyl-D-phenylalanyl)-1H-indazol-4-yl)-N-(4-fluoro-3-methylphenyl)-1-naphthamide NC1=NN(C2=CC=CC(=C12)C=1C=C2C=CC=C(C2=CC1)C(=O)NC1=CC(=C(C=C1)F)C)C([C@H](NC(CN)=O)CC1=CC=CC=C1)=O